ClC=1C(=CC2=C(N=C(N2)OC=2C(=C(C(=O)O)C=CC2)C)C1)C1=CC=C(C=C1)C1=CC(=CC=C1)F (6-chloro-5-(3'-fluoro-[1,1'-biphenyl]-4-yl)-benzo[d]imidazol-2-yl)oxy-2-methylbenzoic acid